B(C1=CC=C(C=C1)CN2CCN(CC2)C(=O)OC(C)(C)C)(O)O 4-(4-t-Boc-piperazinomethyl)phenylboronic acid